1-((7-oxabicyclo[2.2.1]heptan-2-yl)amino)-4-fluoro-8,9-dihydro-2,7,9a-triazabenzo[cd]azulen-6(7H)-one C12C(CC(CC1)O2)NC2=NC1=C3C(C(NCCN23)=O)=CC(=C1)F